C(C)(C)(C)OC(=O)N1[C@@H]2CN([C@H](C1)C2)C2=C(C(=CC=C2)F)NC(=O)N2CCC(CC2)C2=CC=C(C=C2)C (1S,4S)-5-(3-fluoro-2-{[4-(4-methylphenyl)piperidine-1-carbonyl]amino}phenyl)-2,5-diazabicyclo[2.2.1]heptane-2-carboxylic acid tert-butyl ester